2-(4-(3-(trifluoromethyl)-3H-diazirin-3-yl)phenoxy)ethan-1-ol FC(C1(N=N1)C1=CC=C(OCCO)C=C1)(F)F